4-(4-amino-7-cyano-2-(6-ethynylpyridin-3-yl)-1-methyl-1H-pyrrolo[3,2-c]pyridin-3-yl)-2-methoxy-N-(2,2,2-trifluoroethyl)benzamide NC1=NC=C(C2=C1C(=C(N2C)C=2C=NC(=CC2)C#C)C2=CC(=C(C(=O)NCC(F)(F)F)C=C2)OC)C#N